N-[5-[4-[(4,6-dimethylpyrimidin-2-yl)amino]cyclohexoxy]-7-morpholino-1,6-naphthyridin-3-yl]methanesulfonamide CC1=NC(=NC(=C1)C)NC1CCC(CC1)OC1=C2C=C(C=NC2=CC(=N1)N1CCOCC1)NS(=O)(=O)C